ClC=1C=C(C=CC1Cl)C1(CNCC1)NS(=O)(=O)C1=CC=C(C=C1)OC(F)(F)F N-(3-(3,4-dichlorophenyl)pyrrolidin-3-yl)-4-(trifluoromethoxy)benzenesulfonamide